1-(1-(((tert-Butyldiphenylsilyl)oxy)methyl)cyclopropyl)ethan [Si](C1=CC=CC=C1)(C1=CC=CC=C1)(C(C)(C)C)OCC1(CC1)CC